1-(3-chlorophenyl)pyrazol-4-amine ClC=1C=C(C=CC1)N1N=CC(=C1)N